tert-butyl 7-((6-bromo-3-nitropyridin-2-yl)amino)-3,4-dihydroisoquinoline-2(1H)-carboxylate BrC1=CC=C(C(=N1)NC1=CC=C2CCN(CC2=C1)C(=O)OC(C)(C)C)[N+](=O)[O-]